4-(4-(4-((2-(2,6-dioxopiperidin-3-yl)-1,3-dioxoisoindolin-4-ylamino)methyl)-3-fluorobenzyl)piperazin-1-yl)picolinamide O=C1NC(CCC1N1C(C2=CC=CC(=C2C1=O)NCC1=C(C=C(CN2CCN(CC2)C2=CC(=NC=C2)C(=O)N)C=C1)F)=O)=O